(E)-Ethyl (2-(Non-1-En-1-Yl)Quinolin-4-Yl) Carbonate C(OCC)(OC1=CC(=NC2=CC=CC=C12)C=CCCCCCCC)=O